S(C)(=O)(=O)O.C(C)OC(CCN(C1=NC=CC=C1)C(=O)C1=CC2=C(N(C(=N2)CNC2=CC=C(C=C2)C=NNC(=O)OCC)C)C=C1)=O 3-[[[2-[[[4-[[[(Ethyloxy)carbonyl]amino]iminomethyl]phenyl]amino]methyl]-1-methyl-1H-benzimidazol-5-yl]carbonyl](pyridin-2-yl)amino]propionic acid ethyl Ester mesylate